3,7-dibromo-10-(p-tolyl)-10H-phenothiazine BrC=1C=CC=2N(C3=CC=C(C=C3SC2C1)Br)C1=CC=C(C=C1)C